FC(CN1[C@@H](C=2NC3=CC=CC=C3C2C[C@H]1C)C1=CC=C(C=C1)OC1CN(C1)CCCF)(C)C (1R,3R)-2-(2-fluoro-2-methyl-propyl)-1-[4-[1-(3-fluoropropyl)azetidin-3-yl]oxyphenyl]-3-methyl-1,3,4,9-tetrahydropyrido[3,4-b]indole